FC([Se]C1CCN(CC1)S(=O)(=O)C1=CC=C(C)C=C1)F 4-((difluoromethyl)seleno)-1-p-toluenesulfonylpiperidine